C(C)(C)(C)OC(=O)N1C[C@H](CCC1)N(CC1=CC(=NC=C1)C)CC1=CN(C2=CC(=C(C=C2C1=O)F)Cl)C1CC1 (3S)-3-{[(7-chloro-1-cyclopropyl-6-fluoro-4-oxo-1,4-dihydroquinolin-3-yl)methyl][(2-methylpyridin-4-yl)methyl]amino}piperidine-1-carboxylic acid tert-butyl ester